N-(4'-cyclopropoxy-[1,1'-biphenyl]-4-yl)-2-(4-fluorophenoxy)-2-methylpropanamide C1(CC1)OC1=CC=C(C=C1)C1=CC=C(C=C1)NC(C(C)(C)OC1=CC=C(C=C1)F)=O